IC=1C=C(CNC2=C3N=CN(C3=NC(=N2)Cl)[C@H]2[C@@H]([C@@H]([C@H](O2)C(=O)NC([2H])([2H])[2H])O)O)C=CC1 (2S,3S,4R,5R)-5-(6-(3-iodobenzylamino)-2-chloro-9H-purin-9-yl)-3,4-dihydroxy-N-(methyl-d3)-tetrahydrofuran-2-carboxamide